FC1=CC=C(C=C1)S(=O)(=O)NC1=CC=CC=2C(N(C[C@H]([C@@H](OC21)CNC)C)[C@@H](CO)C)=O 4-fluoro-N-[(2R,3R)-5-[(2R)-1-hydroxypropan-2-yl]-3-methyl-2-(methylaminomethyl)-6-oxo-3,4-dihydro-2H-1,5-benzoxazocin-10-yl]benzenesulfonamide